CO[C@H]1[C@](CNCC1)(O)C rac-(cis)-4-methoxy-3-methylpiperidin-3-ol